6-(1-Methylindolin-4-yl)-2-(pyrimidin-2-yl)phthalazin-1(2H)-one CN1CCC2=C(C=CC=C12)C=1C=C2C=NN(C(C2=CC1)=O)C1=NC=CC=N1